L-3-amino-benzenedicarboxhydrazide NC1=C(C(=CC=C1)C(=O)NN)C(=O)NN